4-hexyl-2,6-di-tert-butylphenol C(CCCCC)C1=CC(=C(C(=C1)C(C)(C)C)O)C(C)(C)C